S(=O)(=O)(O)OCC[C@H](N)C(=O)O O-sulfo-L-homoserine